(3-amino-3-(hydroxyimino)propyl)(sec-butyl)phosphinic acid NC(CCP(O)(=O)C(C)CC)=NO